N-[4-Chloro-6-(2,6-dimethylphenyl)pyrimidin-2-yl]-3-[(3S)-3-(hydroxymethyl)-1,2,3,4-tetrahydroisoquinoline-2-carbonyl]benzene-1-sulfonamide ClC1=NC(=NC(=C1)C1=C(C=CC=C1C)C)NS(=O)(=O)C1=CC(=CC=C1)C(=O)N1CC2=CC=CC=C2C[C@H]1CO